FC(C1=NC=CC(=C1)C1=NC(=C(C=C1)OC[C@](CC(=C)C)(N)C)C(F)F)F (S)-1-((2',6-bis(difluoromethyl)-[2,4'-bipyridyl]-5-yl)oxy)-2,4-dimethyl-Pent-4-en-2-amine